C(C)(=O)O[C@H]([C@@H](CNC(CC1=CC(=CC=C1)OC(C)=O)=O)OC(C)=O)[C@@H]1O[C@](C[C@@H]([C@H]1NC(COC(C)=O)=O)OC(C)=O)(SC1=CC=C(C=C1)C)C(=O)OC (1R,2R)-1-((2R,3R,4S,6R)-4-acetoxy-3-(2-acetoxyacetamido)-6-(methoxycarbonyl)-6-(p-tolylthio)tetrahydro-2H-pyran-2-yl)-3-(2-(3-acetoxyphenyl)acetamido)propane-1,2-diyl diacetate